6-(4-chlorophenyl)-2-[1-(difluoromethyl)-1H-pyrazol-4-yl]-N-[(2S)-3-hydroxy-3-methylbut-2-yl]-3-oxo-2,3-dihydropyridazine-4-carboxamide ClC1=CC=C(C=C1)C=1C=C(C(N(N1)C=1C=NN(C1)C(F)F)=O)C(=O)N[C@@H](C)C(C)(C)O